4-(2-((S)-1-(2-(pyridin-2-yl)propan-2-yl)-3-((S)-tetrahydrofuran-2-yl)pyrrolidin-3-yl)ethyl)benzonitrile N1=C(C=CC=C1)C(C)(C)N1C[C@](CC1)([C@H]1OCCC1)CCC1=CC=C(C#N)C=C1